FC1=C(C(=O)N)C=C(C(=C1)NC1=NC=C2N(C(N(C2=N1)[C@@H]1C[C@H](C1)O)=O)C)C 2-fluoro-4-((9-(trans-3-hydroxycyclobutyl)-7-methyl-8-oxo-8,9-dihydro-7H-purin-2-yl)amino)-5-methylbenzamide